O[C@@H]1C[C@@H](N(CC1)CC1=C2C=CN(C2=C(C=C1OC)C)C(=O)OC(C)(C)C)C1=CC=C(C=C1)C(=O)OC |r| (±)-cis-tert-butyl 4-((4-hydroxy-2-(4-(methoxycarbonyl)phenyl)piperidin-1-yl)methyl)-5-methoxy-7-methyl-1H-indole-1-carboxylate